3-(6-((3S,4R)-4-((3,9-diazaspiro[5.5]undecan-3-yl)methyl)-3-methylpiperidin-1-yl)-7-fluoro-1-methyl-1H-indazol-3-yl)piperidine-2,6-dione C1CN(CCC12CCNCC2)C[C@H]2[C@@H](CN(CC2)C2=CC=C1C(=NN(C1=C2F)C)C2C(NC(CC2)=O)=O)C